N-((5S,8s)-4,4-difluoro-1-oxaspiro[4.5]decan-8-yl)-4-(5-(5-fluoro-2-methoxypyridin-4-yl)-1H-pyrazole-3-carbonyl)-4-azaspiro[2.5]octane-7-carboxamide FC1(CCOC12CCC(CC2)NC(=O)C2CCN(C1(CC1)C2)C(=O)C2=NNC(=C2)C2=CC(=NC=C2F)OC)F